OCCOCCOCCOCCON1C(C2=CC=CC=C2C1=O)=O 2-(2-(2-(2-(2-Hydroxyethoxy)ethoxy)ethoxy)ethoxy)isoindoline-1,3-dione